ClCC1=C(C=CC(=C1)C)C(C(C(=O)[O-])(C)C)OCC#C 3-(chloromethyl-4-methylphenyl)-2,2-dimethyl-3-(prop-2-yn-1-yloxy)propanoate